(2S,4R)-1-((S)-3,3-dimethyl-2-(8-oxooctanamido)butanoyl)-4-hydroxy-N-((S)-1-(4-(4-methylthiazol-5-yl)phenyl)ethyl)pyrrolidine-2-carboxamide CC([C@@H](C(=O)N1[C@@H](C[C@H](C1)O)C(=O)N[C@@H](C)C1=CC=C(C=C1)C1=C(N=CS1)C)NC(CCCCCCC=O)=O)(C)C